2-(4-methoxyphenyl)-4-[[phenylmethylsulfonyl]oxy]-5-amino-3(2H)-furanone COC1=CC=C(C=C1)C1OC(=C(C1=O)OS(=O)(=O)CC1=CC=CC=C1)N